S1C(=NC2=C1C=CC=C2)NC(=O)C=2C=CC=C1CCN(CC21)C=2SC(=C(N2)C(=O)OC)CCCOC2=CC=C(C=C2)I methyl 2-(8-(benzo[d]thiazol-2-ylcarbamoyl)-3,4-dihydroisoquinolin-2(1H)-yl)-5-(3-(4-iodophenoxy)propyl)thiazole-4-carboxylate